C1=C2C(=CC=C1)N=C1C=CC3=C4C=CC=CC4=CC3=C12 indolofluorene